4-Cyclopropoxy-2-((1S,4S,5R)-5-((1-cyclopropyl-4-(2,6-dichlorophenyl)-1H-1,2,3-triazol-5-yl)-methoxy)-2-azabicyclo[2.2.1]heptan-2-yl)benzo[d]thiazol C1(CC1)OC1=CC=CC2=C1N=C(S2)N2[C@@H]1C[C@H]([C@H](C2)C1)OCC1=C(N=NN1C1CC1)C1=C(C=CC=C1Cl)Cl